3-(2-chloro-4-methylsulfonyl-benzoyl)-2-phenylsulfanyl-bicyclo[3.2.1]oct-2-en-4-one ClC1=C(C(=O)C2=C(C3CCC(C2=O)C3)SC3=CC=CC=C3)C=CC(=C1)S(=O)(=O)C